CS(=O)(=O)O.FC1=C(C(=O)N)C=CC(=C1)F 2,4-difluorobenzamide methanesulfonate